C(C)(=O)NC1=CC=C(C=C1)[S@](=O)OCC Ethyl (R)-4-acetamidobenzenesulfinate